FC1=NC=CC(=C1F)C1CCN(CC1)CC=1C=C2CN(C(C2=CC1)=O)N1C(NC(CC1)=O)=O 1-(5-((4-(2,3-difluoropyridin-4-yl)piperidin-1-yl)methyl)-1-oxoisoindolin-2-yl)dihydropyrimidine-2,4(1H,3H)-dione